COC1=C(C=C2C(N(C=NC2=C1)C)=O)B1OC(C(O1)(C)C)(C)C 7-methoxy-3-methyl-6-(4,4,5,5-tetramethyl-1,3,2-dioxaborolan-2-yl)quinazolin-4(3H)-one